Natrium benzoatE C(C1=CC=CC=C1)(=O)[O-].[Na+]